(4-Fluoro-2-(3-fluorophenyl)pyrrolidin-1-yl)(3-(1-hydroxyethyl)-bicyclo[1.1.1]pentan-1-yl)methanone FC1CC(N(C1)C(=O)C12CC(C1)(C2)C(C)O)C2=CC(=CC=C2)F